octyldimethylmonochlorosilane C(CCCCCCC)[Si](Cl)(C)C